N-(4-fluoro-3-methylphenyl)-1,2,4-trimethyl-5-(2-oxo-2-((3-(trifluoromethyl)tetrahydrofuran-3-yl)amino)acetyl)-1H-pyrrole-3-carboxamide FC1=C(C=C(C=C1)NC(=O)C1=C(N(C(=C1C)C(C(NC1(COCC1)C(F)(F)F)=O)=O)C)C)C